4-((2,4-dimethoxybenzyl)amino)-N-(1-((2-fluoro-5-methoxyphenyl)amino)-6-methylisoquinolin-5-yl)quinazoline-8-carboxamide COC1=C(CNC2=NC=NC3=C(C=CC=C23)C(=O)NC2=C3C=CN=C(C3=CC=C2C)NC2=C(C=CC(=C2)OC)F)C=CC(=C1)OC